C(CCC)C1(CS(C2=C(N(C1)C1=CC=CC=C1)C=C(C(=C2)OCC(C(=O)OC)O)SC)(=O)=O)CCCC methyl 3-((3,3-dibutyl-7-(methylsulfanyl)-1,1-dioxo-5-phenyl-2,3,4,5-tetrahydro-1,5-benzothiazepin-8-yl) oxy)-2-hydroxypropionate